C(C)(C)(CC)NC1=CC(=CC=C1)N N-(tert-amyl)benzene-1,3-diamine